3-(3-fluoro-4-(2,7-diazaspiro[3.5]non-7-yl)phenyl)piperidine-2,6-dione FC=1C=C(C=CC1N1CCC2(CNC2)CC1)C1C(NC(CC1)=O)=O